C(C)(C)(C)OC(=O)N[C@@H](C(C)(C)C)C(=O)O N-(tert-butyloxycarbonyl)-L-tert-leucine